(5S*)-5-ethyl-2-(2-fluorophenyl)-N-[(3S)-9-fluoro-2-oxo-5-phenyl-1,3-dihydro-1,4-benzodiazepin-3-yl]-5,6,7,8-tetrahydropyrazolo[5,1-b][1,3]oxazepine-3-carboxamide C(C)[C@H]1CCCN2C(O1)=C(C(=N2)C2=C(C=CC=C2)F)C(=O)N[C@@H]2C(NC1=C(C(=N2)C2=CC=CC=C2)C=CC=C1F)=O |o1:2|